2,2,2-Trifluoro-1-((S)-3-(2-(((R)-2-(5-fluoropyridin-3-yl)-2-hydroxy-ethyl)amino)-2-methylpropyl)piperidin-1-yl)ethan-1-one FC(C(=O)N1C[C@@H](CCC1)CC(C)(C)NC[C@H](O)C=1C=NC=C(C1)F)(F)F